2-bromo-9-(3-methoxyphenyl)-9-(3-methylbut-2-en-1-yl)-9H-fluorene BrC1=CC=2C(C3=CC=CC=C3C2C=C1)(CC=C(C)C)C1=CC(=CC=C1)OC